{4-(4-hydroxyphenyl)-3-[4-(2-piperidinylethoxy)phenyl]isoxazol-5-yl}phenol OC1=CC=C(C=C1)C=1C(=NOC1C1=C(C=CC=C1)O)C1=CC=C(C=C1)OCCN1CCCCC1